C(=O)C1=C(C=NC(=C1)OC)OCC=1C(=NC=CC1)C1=CC=NN1CCC(=O)O 3-(5-(3-(((4-formyl-6-methoxypyridin-3-yl)oxy)methyl)pyridin-2-yl)-1H-pyrazol-1-yl)propanoic acid